2-(3,4-dichlorophenyl)-1-ethyl-6-[[2-methyl-4-(trifluoromethyl)imidazol-1-yl]methyl]-4-oxo-pyridine-3-carboxylic acid ClC=1C=C(C=CC1Cl)C=1N(C(=CC(C1C(=O)O)=O)CN1C(=NC(=C1)C(F)(F)F)C)CC